C(C)OC(=O)N1C(=C(OCC(C1)=C=O)COCC1=CC=CC=C1)C(C)(C)C tert-butyl-(S)-2-((benzyloxy)methyl)-6-carbonyl-1,4-oxazepin-4-carboxylic acid ethyl ester